7-bromo-6-fluoro-8-fluoroquinoline BrC1=C(C=C2C=CC=NC2=C1F)F